9,10-bis(3,5-diphenyl-phenyl)anthraceneHeneicosylamin C1(=CC=CC=C1)C=1C=C(C=C(C1)C1=CC=CC=C1)C=1C2=CC=CC=C2C(=C2C=CC=C(C12)CCCCCCCCCCCCCCCCCCCCCN)C1=CC(=CC(=C1)C1=CC=CC=C1)C1=CC=CC=C1